1-(methoxymethyl)-2-oxabicyclo[2.2.1]heptan-4-amine COCC12OCC(CC1)(C2)N